CNC(=O)NC=1C(N(C=C(C1)C(F)(F)F)C)=O 1-methyl-3-(1-methyl-2-oxo-5-(trifluoromethyl)-1,2-dihydropyridin-3-yl)urea